FC1(CC2(C1)C[C@@H](N(CC2)C(=O)OC(C)(C)C)C=2C=NN(C2)C)F |r| (RS)-tert-butyl 2,2-difluoro-6-(1-methyl-1H-pyrazol-4-yl)-7-azaspiro[3.5]nonane-7-carboxylate